1-Cyclopentadecyl 11-(2-hexyldecyl) 6-((4-hydroxybutyl)(methyl)amino)undecane-dioate OCCCCN(C(CCCCC(=O)OC1CCCCCCCCCCCCCC1)CCCCC(=O)OCC(CCCCCCCC)CCCCCC)C